Cl.C(C)N=C=NCCCN(C)C 1-Ethyl-3-(3'-dimethylaminopropyl)carbodiimide Hydrochlorid